5-(6-((3H-imidazo[4,5-b]pyridin-3-yl)methyl)-8-methoxy-2,3-dihydrobenzo[b][1,4]dioxin-2-yl)-2,3-dihydrofuro[2,3-b]pyridine N1=CN(C2=NC=CC=C21)CC2=CC1=C(OC(CO1)C=1C=C3C(=NC1)OCC3)C(=C2)OC